OC1CC(C1)CNC(=O)C1=CC2=C(N3C(S2)=NC(=C3)C3=CC=C(C=C3)C(NC)=O)C=C1 N-((3-hydroxycyclobutyl)methyl)-2-(4-(methylcarbamoyl)phenyl)benzo[d]imidazo[2,1-b]thiazole-7-carboxamide